6-chloro-3-(((R)-1-(2-cyano-3-((2S,4R)-4-fluoro-2-methylpyrrolidin-1-yl)-7-methylquinoxalin-5-yl)ethyl)amino)picolinic acid ClC1=CC=C(C(=N1)C(=O)O)N[C@H](C)C1=C2N=C(C(=NC2=CC(=C1)C)C#N)N1[C@H](C[C@H](C1)F)C